3-fluoro-glucose F[C@]([C@H](C=O)O)(O)[C@H](O)[C@H](O)CO